FC1=CC=C(C=C1)C1=NC2=CC=C(C=C2C(=C1)CC=O)F 2-(4-fluorophenyl)-6-fluoro-quinoline-4-ethanone